BrC1=C(C=C(C(=O)OC)C=C1)C1NCCN(C1)C1=NC(=NC(=C1)N)N methyl 4-bromo-3-(4-(2,6-diaminopyrimidin-4-yl)piperazin-2-yl)benzoate